CC=1N=C(NC1C)CC1CCN(CC1)C(=O)[C@H](CC(C)C)N1C([C@@H](NCC1)CC(C)C)=O (S)-1-[(S)-1-({4-[(4,5-Dimethyl-1H-imidazol-2-yl)methyl]-1-piperidyl}carbonyl)-3-methylbutyl]-3-isobutyl-2-piperazinone